((1-((2-(hexyloxy)naphthalen-1-yl)methyl)naphthalen-2-yl)oxy)ethan-1-amine C(CCCCC)OC1=C(C2=CC=CC=C2C=C1)CC1=C(C=CC2=CC=CC=C12)OC(C)N